1-(5-((2,6-dichlorobenzyl)oxy)-2,3-dihydro-1H-inden-1-yl)-2-methyl-piperidine-4-carboxylic acid ClC1=C(COC=2C=C3CCC(C3=CC2)N2C(CC(CC2)C(=O)O)C)C(=CC=C1)Cl